(2R,3R)-1-Cyclopropyl-3-Methylhex-5-Ene-2-Sulfonamide C1(CC1)C[C@H]([C@@H](CC=C)C)S(=O)(=O)N